3-({3-[(2S)-2-(4-chlorophenyl)-2-hydroxy(2-2H)ethyl]-1,2,4-oxadiazol-5-yl}methyl)-1,6-dimethyl-1,2,3,4-tetrahydropyrimidine-2,4-dione ClC1=CC=C(C=C1)[C@@](CC1=NOC(=N1)CN1C(N(C(=CC1=O)C)C)=O)([2H])O